C(C)O/C=C/C1=CC(=C(C#N)C=C1)OC(C)C 4-[(E)-2-ethoxyvinyl]-2-isopropoxy-benzonitrile